1,2-di(4-methoxyphenoxy)ethane ((2R,3S,5R)-5-(6-amino-2-fluoro-9H-purin-9-yl)-2-ethynyl-3-hydroxy-tetrahydrofuran-2-yl)methyl-4-(1-adamantyl)butanoate NC1=C2N=CN(C2=NC(=N1)F)[C@H]1C[C@@H]([C@@](O1)(C#C)COC(CCCC12CC3CC(CC(C1)C3)C2)=O)O.COC2=CC=C(OCCOC3=CC=C(C=C3)OC)C=C2